[C@@H]12N(C[C@@H](CC1)C2)CC(=O)NC=2C=C(C(=NC2)C)NC(=O)C=2C=NN1C2C(=NC(=C1)C=1C=NN(C1)C)C N-(5-(2-((1R,4S)-2-azabicyclo[2.2.1]heptan-2-yl)acetamido)-2-methylpyridin-3-yl)-4-methyl-6-(1-methyl-1H-pyrazol-4-yl)pyrazolo[1,5-a]pyrazine-3-carboxamide